N1C=NC2=C1C=CC(=C2)C=2CCN(CC2)C(=O)OC(C)(C)C tert-butyl 4-(1H-benzo[d]imidazol-5-yl)-3,6-dihydropyridine-1(2H)-carboxylate